CC1=NN(C(=C1C=1C=C(C=2N(C1)N=CC2C#N)O[C@H](C)C2=NC=CC=C2)C)C2CCN(CC2)C 6-[3,5-dimethyl-1-(1-methyl-4-piperidyl)pyrazol-4-yl]-4-[(1R)-1-(2-pyridyl)ethoxy]pyrazolo[1,5-a]pyridine-3-carbonitrile